tert-butyl 5-((6-(6-bromopicolinamido)pyridin-3-yl)carbamoyl)-3,3-difluoropiperidine-1-carboxylate BrC1=CC=CC(=N1)C(=O)NC1=CC=C(C=N1)NC(=O)C1CC(CN(C1)C(=O)OC(C)(C)C)(F)F